OC1=C2N=CC=NC2=C(C=C1CNC(OC(C)(C)C)=O)C1=CC=C(C=C1)OC(F)(F)F tert-butyl ((5-hydroxy-8-(4-(trifluoromethoxy)phenyl)quinoxalin-6-yl)methyl)carbamate